2-(2,6-dichlorophenyl)ethan-1-amine ClC1=C(C(=CC=C1)Cl)CCN